N-(1-benzofuran-4-yl)methanesulfonamide O1C=CC2=C1C=CC=C2NS(=O)(=O)C